1-(4-chloro-2-methoxy-phenyl)-2,2-dihydroxy-ethanone ClC1=CC(=C(C=C1)C(C(O)O)=O)OC